BrC=1C=C(C=2N(C1)N=CC2C#N)NC(C)C=2C=NC=C(C2)C(F)(F)F 6-Bromo-4-[1-[5-(trifluoromethyl)-3-pyridyl]ethylamino]pyrazolo[1,5-a]pyridine-3-carbonitrile